6-(4-methyl-1H-imidazol-1-yl)-4-(trifluoromethyl)pyridine-3-carbaldehyde CC=1N=CN(C1)C1=CC(=C(C=N1)C=O)C(F)(F)F